ClC(C(F)F)(C)F 2-chloro-1,1,2-trifluoropropane